FC(C1=CC=C(C=C1)CC(=O)N1CCC(CC1)NN(C([O-])=O)CC1=CC=CC=C1)(F)F ((1-(2-(4-(trifluoromethyl)phenyl)acetyl)piperidin-4-yl)amino)benzylcarbamate